BrC=1C=C2C=NN(C2=CC1)C([2H])([2H])[2H] 5-bromo-1-(methyl-d3)-1H-indazole